(1S,3R,4S)-N-[(1R)-1-cyano-2-[(3S)-2-oxopyrrolidin-3-yl]ethyl]-2-[2-(3,5-dichlorophenyl)-2,2-difluoro-acetyl]-5,5-difluoro-2-azabicyclo[2.2.2]octane-3-carboxamide C(#N)[C@@H](C[C@H]1C(NCC1)=O)NC(=O)[C@@H]1N([C@@H]2CC([C@H]1CC2)(F)F)C(C(F)(F)C2=CC(=CC(=C2)Cl)Cl)=O